BrC1=CC=C(C2=CC=CC=C12)OC[C@@](CC(C)C)(C)NC(OC(C)(C)C)=O (S)-tert-butyl (1-((4-bromonaphthalen-1-yl)oxy)-2,4-dimethylpentan-2-yl)carbamate